COC(=O)C1=C(CS(=O)(=O)N)C=CC=C1 2-(methoxycarbonyl)benzyl-sulfonamide